C(CCC)NC=1C2=C(N=C(N1)NC1=CC=C(C3=C1OCCO3)C(=O)N3CCOCC3)NC=C2C(F)(F)F (8-((4-(butylamino)-5-(trifluoromethyl)-7H-pyrrolo[2,3-d]pyrimidin-2-yl)amino)-2,3-dihydrobenzo[b][1,4]dioxin-5-yl)(morpholino)methanone